α-methyl-tyrosine C[C@](N)(CC1=CC=C(C=C1)O)C(=O)O